CN1CCN(CC1)C[C@H]1N=CC2=CC=CC=C2C1 (3S)-3-[(4-methylpiperazin-1-yl)methyl]-3,4-dihydroisoquinolin